(R)-4-chloro-3-hydroxybutyric acid ethyl ester C(C)OC(C[C@H](CCl)O)=O